2-Fluoro-4-(1-(4-(4-methoxypiperidin-1-yl)phenyl)-3-((quinuclidin-4-ylmethyl)-amino)-1H-pyrazol-5-yl)benzonitrile 2,2,2-trifluoroacetate FC(C(=O)O)(F)F.FC1=C(C#N)C=CC(=C1)C1=CC(=NN1C1=CC=C(C=C1)N1CCC(CC1)OC)NCC12CCN(CC1)CC2